4,5-dihydroxypentanoate OC(CCC(=O)[O-])CO